C(C)OC(=O)C=1OC2=C(C1C(F)F)C(C(CC2)=CO)=O.NCCC[Si](C2=CC=C(C=C2)[Si](C)(C)CCCN)(C)C 1,4-bis(γ-aminopropyl-dimethylsilyl)benzene ethyl-3-(difluoromethyl)-5-(hydroxymethylidene)-4-oxo-4,5,6,7-tetrahydro-1-benzofuran-2-carboxylate